2-ethoxybenzoic acid C(C)OC1=C(C(=O)O)C=CC=C1